5-(Azetidin-2-ylmethoxy)-N-(1-(7-(isoxazol-4-yl)quinolin-5-yl)cyclopropyl)-2-methylbenzamide N1C(CC1)COC=1C=CC(=C(C(=O)NC2(CC2)C2=C3C=CC=NC3=CC(=C2)C=2C=NOC2)C1)C